(S)-9-amino-9-(5-bromo-1-((2-(trimethylsilyl)ethoxy)methyl)-1H-imidazol-2-yl)nonan-3-one hydrochloride Cl.N[C@@H](CCCCCC(CC)=O)C=1N(C(=CN1)Br)COCC[Si](C)(C)C